3-(4-fluorophenyl)benzylamine FC1=CC=C(C=C1)C=1C=C(CN)C=CC1